5-({1-[5-(trifluoromethyl)pyridin-2-yl]-1H-pyrazol-4-yl}sulfonamido)-1,3-thiazole-4-carboxylic acid FC(C=1C=CC(=NC1)N1N=CC(=C1)S(=O)(=O)NC1=C(N=CS1)C(=O)O)(F)F